CC1(COC=2C1=NC(=CC2CN2C[C@H](CCC2)C)C(=O)OC)C methyl 3,3-dimethyl-7-{[(3S)-3-methylpiperidin-1-yl]methyl}-2H-furo[3,2-b]pyridine-5-carboxylate